C1(CC1)CNCC[C@H](C)NC(OC(C)(C)C)=O 1,1-Dimethylethyl {(1S)-3-[(cyclopropylmethyl)amino]-1-methylpropyl}carbamate